2'-chloro-5'-methoxy-N-(5-(3-methoxy-5-(trifluoromethyl)picolinoyl)-5,6-dihydro-4H-pyrrolo[3,4-d]thiazol-2-yl)-6-methyl-[4,4'-bipyridine]-3-carboxamide ClC1=NC=C(C(=C1)C1=C(C=NC(=C1)C)C(=O)NC=1SC2=C(N1)CN(C2)C(C2=NC=C(C=C2OC)C(F)(F)F)=O)OC